(R)-4-cyano-3-hydroxybutyric acid C(#N)C[C@H](CC(=O)O)O